CS(=O)(=O)OC=1OC(=CC1)C(OCCCCCCCCCCCCCC)O (5-(Hydroxy (tetradecyloxy) methyl) furan-2-yl) methanesulfonate